C(C)C(CC(=O)OC1=CC=C2C3=C1O[C@@H]1[C@]34CCN([C@@H]([C@@]4(CCC1=O)O)C2)CC=C)(CC(=O)OC2=CC=C1C4=C2O[C@@H]2[C@]43CCN([C@@H]([C@@]3(CCC2=O)O)C1)CC=C)C bis((4R,4aS,7aR,12bS)-3-allyl-4a-hydroxy-7-oxo-2,3,4,4a,5,6,7,7a-octahydro-1H-4,12-methanobenzofuro[3,2-e]isoquinolin-9-yl) 3-ethyl-3-methylpentanedioate